2-(1H-1,2,4-triazol-1-yl)ethanol N1(N=CN=C1)CCO